3-iodocarbazole IC=1C=CC=2NC3=CC=CC=C3C2C1